2-hydrazino-6-(pyrrolidin-1-yl)pyrimidine-4-carbonitrile N(N)C1=NC(=CC(=N1)C#N)N1CCCC1